BrC=1C=CC2=C(C3=C(OC2)C=CC=C3)C1 9-bromo-6H-dibenzo[b,d]pyran